C[C@]1([C@@H](N1[S@@](=O)C(C)(C)C)C(=O)O)C(=O)O 3-methyl-(2R,3S)-1-((S)-tert-butylsulfinyl)aziridine-2,3-dicarboxylic acid